[Sn+4].CC(CC(C)=O)=O.CC(CC(C)=O)=O bis(2,4-pentanedione) tin (IV)